COC1=CC=C(C=C1)C(C1=CC=CC=C1)C1=CC=CC=C1 (4-methoxyphenyl)diphenylmethane